tert-butyl 2-((8-bromo-3,7-dimethyl-2,6-dioxo-2,3,6,7-tetrahydro-1H-purin-1-yl)methyl)-5-methyl-1H-indole-1-carboxylate BrC1=NC=2N(C(N(C(C2N1C)=O)CC=1N(C2=CC=C(C=C2C1)C)C(=O)OC(C)(C)C)=O)C